C(C)(CC)N1N=CN(C1=O)C1=CC=C(C=C1)N1CCN(CC1)C1=CC=C(OCC2OC(OC2)(C2=C(C=C(C=C2)Cl)Cl)C[NH+]2N=CN=C2)C=C1 1-((4-((4-(4-(4-(1-(sec-butyl)-5-oxo-1,5-dihydro-4H-1,2,4-triazol-4-yl)phenyl)piperazin-1-yl)phenoxy)methyl)-2-(2,4-dichlorophenyl)-1,3-dioxolan-2-yl)methyl)-1H-1,2,4-triazol-1-ium